(R or S)-1-methyl-4-((S or R)-1-(((R)-((S)-7-(1-methyl-1H-pyrazol-4-yl)-2,3-dihydro-1H-pyrido[2,3-b][1,4]oxazin-3-yl)(phenyl)methyl)amino)propan-2-yl)piperidin-2-one CN1C(C[C@@H](CC1)[C@@H](CN[C@H](C1=CC=CC=C1)[C@@H]1CNC2=C(O1)N=CC(=C2)C=2C=NN(C2)C)C)=O |o1:4,7|